C1(CC1)C1=NNC(=C1)NC1=CC2=C(C(=NO2)NS(=O)(=O)C2=C(C=C(C=C2OC)C2CN(C2)C2COCC2)OC)C=C1OC N-{6-[(3-cyclopropyl-1H-pyrazol-5-yl)amino]-5-methoxy-1,2-benzoxazol-3-yl}-2,6-dimethoxy-4-[1-(oxolan-3-yl)azetidin-3-yl]benzene-1-sulfonamide